C(C)(=O)C=1C=2N(C=C(C1)C(=O)OC)C=C(N2)C(F)F methyl 8-acetyl-2-(difluoromethyl)imidazo[1,2-a]pyridine-6-carboxylate